3-(3,4-difluorobenzoyl)-1,1-dimethyl-1,2,3,6-tetrahydroazepino[4,5-b]indole-5-carboxylic acid ethyl ester C(C)OC(=O)C1=CN(CC(C2=C1NC=1C=CC=CC21)(C)C)C(C2=CC(=C(C=C2)F)F)=O